1-butyl-3-(4-methyl-2-nitrophenyl)urea C(CCC)NC(=O)NC1=C(C=C(C=C1)C)[N+](=O)[O-]